5-amino-3-(difluoromethyl)-N-ethyl-N-methylpyridineamide NC=1C=C(C(=NC1)C(=O)N(C)CC)C(F)F